CC1=NC(=CC=C1C=O)OC1CCOCC1 2-methyl-6-tetrahydropyran-4-yloxy-pyridine-3-carbaldehyde